2-fluoro-N-(2-methoxypyridin-4-yl)-4-(trifluoromethyl)benzamide FC1=C(C(=O)NC2=CC(=NC=C2)OC)C=CC(=C1)C(F)(F)F